indole isonitrile N#[C-].N1C=CC2=CC=CC=C12